2,3-dihydro-4H-benzo[b][1,4]oxazine-4-carboxylic acid tert-butyl ester C(C)(C)(C)OC(=O)N1C2=C(OCC1)C=CC=C2